P(=O)(OC[C@]1(O[C@H]([C@@H]([C@@H]1O)O)C1=CC=C2C(=NC=NN21)N)C#N)(OC[C@H](CCCCCCCCCCCCC)OCC2=CC(=CC(=C2)F)C#N)O ((2R,3S,4R,5S)-5-(4-aminopyrrolo[2,1-f][1,2,4]triazin-7-yl)-2-cyano-3,4-dihydroxytetrahydrofuran-2-yl)methyl ((S)-2-((3-cyano-5-fluorobenzyl)oxy)pentadecyl) hydrogen phosphate